bromoboron nitrogen [N].Br[B]